N-(5-Cyanopyridin-4-yl)-1-(isochinolin-3-yl)-5-(trifluoromethyl)-1H-pyrazol-4-carboxamid C(#N)C=1C(=CC=NC1)NC(=O)C=1C=NN(C1C(F)(F)F)C=1N=CC2=CC=CC=C2C1